C(C1=CC=CC=C1)OC1CC(C1)N[C@@H](COC1=NC(=NC(=C1)C1=C(C=CC=C1C)C)NS(=O)(=O)C=1C=C(C(=O)O)C=CC1)CC(C)(C)C 3-[[4-[(2R)-2-[(3-Benzyloxycyclobutyl)amino]-4,4-dimethyl-pentoxy]-6-(2,6-dimethylphenyl)pyrimidin-2-yl]sulfamoyl]benzoic acid